(R)-3-ethyl-2,3-dihydrobenzo[d]isothiazole-3-carboxylic acid methyl ester-1,1-dioxide COC(=O)[C@@]1(NS(C2=C1C=CC=C2)(=O)=O)CC